[Si](C1=CC=CC=C1)(C1=CC=CC=C1)(C(C)(C)C)OCC[C@@H]1CC[C@H](CC1)N1N=CC(=C1)N 1-((trans)-4-(2-((tert-butyldiphenylsilyl)oxy)ethyl)cyclohexyl)-1H-pyrazol-4-amine